C(C)(C)(C)OC(=O)N[C@H](C(=O)OC)CCS(=O)(=N)CCCC (2S)-methyl 2-((tert-butoxycarbonyl)amino)-4-(butylsulfonimidoyl)butanoate